NC(C(F)(F)F)C1CN(C1)C(=O)OCC1=CC=CC=C1 benzyl 3-(1-amino-2,2,2-trifluoroethyl)azetidine-1-carboxylate